(2-iodophenyl)-N-methyl-[1,2,4]triazolo[4,3-a]quinazolin-5-amine IC1=C(C=CC=C1)C1=NN=C2N1C1=CC=CC=C1C(=N2)NC